C1(=CC=CC=C1)NC1=CC=CC2=CC=CC=C12 1-(N-phenylamino)-naphthalene